N1=C(C=CC=C1)NC(=O)[C@@H]1CC12CCN(CC2)C(=O)OC(C(F)(F)F)C(F)(F)F |r| 1,1,1,3,3,3-Hexafluoropropan-2-yl (±)-1-(pyridin-2-ylcarbamoyl)-6-azaspiro[2.5]octan-6-carboxylat